C1=NC=C(C2=CC=CC=C12)N1C(N(C[C@@H]1C#N)C1=CC(=NC=C1)C(F)(F)F)=O |r| Racemic-3-(isoquinolin-4-yl)-2-oxo-1-(2-(trifluoromethyl)pyridin-4-yl)imidazolidine-4-carbonitrile